ClC=1N=C(C2=C(N1)C=CN2S(=O)(=O)CC2=CC=CC=C2)Cl 2,4-dichloro-5-toluenesulfonyl-5H-pyrrolo[3,2-d]pyrimidine